(1r,2s)-5'-methoxy-2-{3-[(5-methoxy-2-methylpyridin-4-yl)amino]-1H-indazol-6-yl}-1'H-spiro[cyclopropan-1,3'-indol]-2'-one COC=1C=C2[C@]3(C(NC2=CC1)=O)[C@@H](C3)C3=CC=C1C(=NNC1=C3)NC3=CC(=NC=C3OC)C